[N+](=[N-])=CC(CC[C@@H](C(=O)OC(C)C)NC([C@@H](O)C1=NC=C(C=C1)F)=O)=O isopropyl (S)-6-diazo-2-((S)-2-(5-fluoropyridin-2-yl)-2-hydroxyacetamido)-5-oxohexanoate